NCCNCCC[Si](C)(C)C 3-(2-aminoethylamino)propylmethyl-dimethyl-silane